1-(4-(6-((4-(6-(1-methyl-1H-pyrazol-4-yl)imidazo[1,2-a]pyridin-3-yl)pyrimidin-2-yl)amino)pyridin-3-yl)piperazin-1-yl)ethan-1-one CN1N=CC(=C1)C=1C=CC=2N(C1)C(=CN2)C2=NC(=NC=C2)NC2=CC=C(C=N2)N2CCN(CC2)C(C)=O